2-fluorophenylpyrrolidine-1-carboxylate FC1=C(C=CC=C1)OC(=O)N1CCCC1